FCC(C(CC(=O)O)NC(C(C)N1C(C2=CC(=CC=C2C1)C1=CC2=C(NC(N2)=O)C=C1)=O)=O)=O 5-fluoro-4-oxo-3-(2-(1-oxo-6-(2-oxo-2,3-dihydro-1H-benzo[d]imidazol-5-yl)isoindolin-2-yl)propanamido)pentanoic acid